phenyl-2-(di-tert-butylphosphino)pyrrole C1(=CC=CC=C1)C1=C(NC=C1)P(C(C)(C)C)C(C)(C)C